C1(=CC=C(C=C1)C[C@H](C[C@H](C(=O)OCC)C)NC(CCC(=O)O)=O)C1=CC=CC=C1 4-(((2S,4R)-1-([1,1'-biphenyl]-4-yl)-5-ethoxy-4-methyl-5-oxopentan-2-yl)amino)-4-oxobutanoic acid